N-isopropyl-2-(4-isopropyl-5-(8-methoxy-[1,2,4]triazolo[1,5-a]pyridin-6-yl)-1H-pyrazol-3-yl)-N-methyl-4,5,6,7-tetrahydrobenzo[d]thiazol-6-amine C(C)(C)N(C1CC2=C(N=C(S2)C2=NNC(=C2C(C)C)C=2C=C(C=3N(C2)N=CN3)OC)CC1)C